2-Oxo-2-[rac-(2R,5S)-2-(5-methoxy-6-methyl-3-pyridyl)-5-methyl-1-piperidyl]acetamide O=C(C(=O)N)N1[C@H](CC[C@@H](C1)C)C=1C=NC(=C(C1)OC)C |r|